[N+](=O)([O-])C=1C=CC=C2C(=CNC12)S(=O)(=O)OC1=C(C(=C(C(=C1F)F)F)F)F Perfluorophenyl 7-nitro-1H-indole-3-sulfonate